tert-Butyl 4-(5-((benzyloxy)amino)-2-((benzyloxy)carbonyl)-5-oxopentyl)benzoate C(C1=CC=CC=C1)ONC(CCC(CC1=CC=C(C(=O)OC(C)(C)C)C=C1)C(=O)OCC1=CC=CC=C1)=O